C(C)(=O)N[C@H]1[C@H](OCCCNC(C(F)(F)F)=O)O[C@@H]([C@H]([C@@H]1OC(C)=O)O[C@H]1[C@H](OC(C)=O)[C@@H](OC(C)=O)[C@@H](OC(C)=O)[C@H](O1)COCC1=CC=CC=C1)COCC1=CC=CC=C1 3-trifluoroacetamidopropyl 2-acetamido-3-O-acetyl-6-O-benzyl-2-deoxy-4-O-(2,3,4-tri-O-acetyl-6-O-benzyl-β-D-galactopyranosyl)-β-D-glucopyranoside